[Pd]=[Se].[Sn] tin-palladium selenide